BrC=1C=C(C=C(C1)C(F)(F)F)CC(CC(=O)O)(Cl)Cl Trans-3-(3-bromo-5-(trifluoromethyl)phenyl)-2,2-dichloropropane-1-carboxylic acid